5-(2-((3-sulfamoylphenyl)amino)pyrimidin-5-yl)tetrahydrofuran-3-yl tert-pentylcarbamate C(C)(C)(CC)NC(OC1COC(C1)C=1C=NC(=NC1)NC1=CC(=CC=C1)S(N)(=O)=O)=O